OC1(CCC(CC1)C=O)C1=C2C(=NC(=C1)N1[C@@H](COCC1)C)N(N=C2)C2=CC=NN2COCC[Si](C)(C)C (R)-4-hydroxy-4-(6-(3-methylmorpholino)-1-(1-((2-(trimethylsilyl)ethoxy)methyl)-1H-pyrazol-5-yl)-1H-pyrazolo[3,4-b]pyridin-4-yl)cyclohexanecarboaldehyde